NC=1C=2N(C3=CC(=C(C=C3N1)F)C(=O)N([C@@H]1COC3=C1C=CC(=C3)[C@@H]3COCC3)C)C=NC2 |&1:24| Rac-4-amino-7-fluoro-N-methyl-N-((3S)-6-(tetrahydrofuran-3-yl)-2,3-dihydrobenzofuran-3-yl)imidazo[1,5-a]quinoxaline-8-carboxamide